CN1N=C(N=N1)C1=CC=C(CCNC2=NC=3N(C(=N2)N)N=C(N3)C=3OC=CC3)C=C1 N5-(4-(2-methyl-2H-tetrazol-5-yl)phenethyl)-2-(furan-2-yl)-[1,2,4]triazolo[1,5-a][1,3,5]triazine-5,7-diamine